C(C)OP(=O)(CC)CC(=O)OC(C)(C)C Tert-butyl [ethoxy(ethyl)phosphoryl]acetate